FC=1C=C(C(=NC1)C1=CC(=CN1)C(=O)OC)OCC=1C=NC=C(C1)F methyl 5-{5-fluoro-3-[(5-fluoropyridin-3-yl)methoxy]pyridin-2-yl}-1H-pyrrole-3-carboxylate